(1R,5S)-3-azabicyclo[3.1.0]Hexane-2-one [C@@H]12C(NC[C@H]2C1)=O